C(C)(C)(C)OC(NC1=CC(=C(C=C1)C)Br)=O (3-Bromo-4-methylphenyl)carbamic acid tert-butyl ester